ClC=1C(=NC(=NC1)N[C@H]1[C@@H](COCC1)O)C=1C=C(C2=C(NC(=N2)C)C1C(C)C)F (3S,4R)-4-((5-chloro-4-(4-fluoro-7-isopropyl-2-methyl-1H-benzo[d]imidazol-6-yl)pyrimidin-2-yl)amino)tetrahydro-2H-pyran-3-ol